tert-butyl (S)-4-(3-(1-(5-fluoro-3-methylbenzofuran-2-yl)-2-methylpropyl)ureido)-1H-pyrazole-1-carboxylate FC=1C=CC2=C(C(=C(O2)[C@H](C(C)C)NC(NC=2C=NN(C2)C(=O)OC(C)(C)C)=O)C)C1